7-bromo-6-fluoro-4-methyl-N-(1-(2-methyl-3-(trifluoromethyl)phenyl)ethyl)phthalazin-1-amine BrC1=C(C=C2C(=NN=C(C2=C1)NC(C)C1=C(C(=CC=C1)C(F)(F)F)C)C)F